5-(6,6-difluorobicyclo[3.1.0]hexane-1-yl)-4-methoxy-7-(phenylsulfonyl)-7H-pyrrolo[2,3-d]pyrimidine FC1(C2CCCC12C1=CN(C=2N=CN=C(C21)OC)S(=O)(=O)C2=CC=CC=C2)F